(2S,5S)-2,5-dimethylpiperazine C[C@@H]1NC[C@@H](NC1)C